glycidyl-methoxypropyl-trimethoxysilane C(C1CO1)CO[Si](OC)(OC)CCCOC